C(C)OC=1C=C(C=NC1)C1=C(C=C(C(=O)N2CCN(CC2)C2=CC=C(N=N2)C(=O)NS(=O)(=O)C2=CC(=C(C=C2)NCCSC2=CC=CC=C2)C(F)(F)F)C=C1)C 6-[4-[4-(5-Ethoxypyridin-3-yl)-3-methylbenzoyl]piperazin-1-yl]-N-[4-(2-phenylsulfanylethylamino)-3-(trifluoromethyl)phenyl]sulfonylpyridazine-3-carboxamide